1-(3-(6-(2-methoxyphenyl)-2H-indazol-2-yl)piperidin-1-yl)prop-2-en-1-one COC1=C(C=CC=C1)C=1C=CC2=CN(N=C2C1)C1CN(CCC1)C(C=C)=O